OC1(CC=C(C=C1)C(C)O)O 4,4-dihydroxyphenylethanol